COC1=NC(=CC(=N1)NC1=NNC(=C1)C)N1CCOCC1 methoxy-N-(5-methyl-1H-pyrazol-3-yl)-6-morpholinopyrimidin-4-amine